FC1CN(CCC1)C1=NC(=NC(=N1)C1=NC(=CC=C1)C(F)(F)F)NC1=CC(=NC=C1)C(F)(F)F (3-Fluoropiperidin-1-yl)-6-(6-(trifluoromethyl)pyridin-2-yl)-N-(2-(trifluoromethyl)pyridin-4-yl)-1,3,5-triazin-2-amine